piperidine-4-carboxylic acid methanesulfonate CS(=O)(=O)O.N1CCC(CC1)C(=O)O